C(C)OP(=O)(O)C(C1=CC2=C(SC(=C2)C(=O)O)C=C1F)(F)F 5-((ethoxy(hydroxy)phosphoryl)difluoromethyl)-6-fluorobenzo[b]thiophene-2-carboxylic Acid